Threoninyl-Glutamine N[C@@H]([C@H](O)C)C(=O)N[C@@H](CCC(N)=O)C(=O)O